S1C(=NC2=C1C=CC=C2)CN2CCN(CC2)C2=C(C(=O)NS(=O)(=O)CC)C=CC(=C2)OCC(C)C 2-[4-(1,3-benzo-thiazol-2-ylmeth-yl)piperazin-1-yl]-N-ethylsulfonyl-4-isobutoxy-benzamide